The molecule is a methoxy-1,3,5-triazine that is 6-methoxy-1,3,5-triazine-2,4-diamine in which the one of the hydrogens of each amino group is substituted by an isopropyl group. It has a role as a herbicide, an environmental contaminant and a xenobiotic. It is a diamino-1,3,5-triazine and a methoxy-1,3,5-triazine. It derives from a 6-methoxy-1,3,5-triazine-2,4-diamine. CC(C)NC1=NC(=NC(=N1)OC)NC(C)C